C(C1=CC=CC=C1)(=O)O[C@H]1[C@H](O)O[C@@H]([C@H]([C@@H]1OC(C1=CC=CC=C1)=O)OC(C1=CC=CC=C1)=O)COC(C1=CC=CC=C1)=O 2,3,4,6-tetra-O-benzoyl-beta-D-glucopyranose